N-((1H-PYRROLO[3,2-C]PYRIDIN-2-YL)METHYL)-2-(6-(3-(AMINOMETHYL)PHENYL)-2-OXO-3-(PHENETHYLAMINO)PYRAZIN-1(2H)-YL)ACETAMIDE N1C(=CC=2C=NC=CC21)CNC(CN2C(C(=NC=C2C2=CC(=CC=C2)CN)NCCC2=CC=CC=C2)=O)=O